N,N-dimethyl-heptanethioamide CN(C(CCCCCC)=S)C